C(CC#CC)OC1=CC=C(C=C1)[C@H](CC(=O)O)C#CC (3S)-3-[4-(pent-3-yn-1-yloxy)phenyl]Hex-4-ynoic acid